butenyl-amine C(=CCC)N